2-allyl-1-(6-(2-methoxyprop-2-yl)pyridin-2-yl)-6-((4-(5-methylhexahydropyrrolo[3,4-c]pyrrol-2(1H)-yl)-phenyl)amino)-1H-pyrazolo[3,4-d]pyrimidin-3(2H)-one C(C=C)N1N(C2=NC(=NC=C2C1=O)NC1=CC=C(C=C1)N1CC2CN(CC2C1)C)C1=NC(=CC=C1)C(C)(C)OC